epoxypentyloxystyrene C(CCCC)OC1=C(C2=CC=CC=C2)O1